C(#C)C1=C(C=CC=C1)N(S(=O)(=O)C1=CC=C(C=C1)C)CC#CC1=CC=C(C=C1)C#N N-(2-ethynylphenyl)-4-methyl-N-(3-p-cyanophenyl-2-propynyl)benzenesulfonamide